((S)-tert-butyl 1-((4-((R)-2-chloro-8-methyl-8-(trifluoromethyl)-7,8-dihydro-6H-pyrazolo[1,5-a]pyrrolo[2,3-e]pyrimidine-6-carboxamido)-6-methylpyridin-2-yl) oxy) propan-2-yl) carbamate C(N)(O[C@H](COC1=NC(=CC(=C1)NC(=O)N1C[C@](C2=C1C=NC=1N2N=C(C1)Cl)(C(F)(F)F)C)C)CC(C)(C)C)=O